[Si](C)(C)(C(C)(C)C)CC1(C(N2C(C=3C(=CC=CC13)C)=NC1=C2C=CC=C1)=O)C 5-((tert-butyldimethylsilyl)methyl)-1,5-dimethylbenzo[4,5]imidazo[2,1-a]isoquinolin-6(5H)-one